FC=1C(=C2C(=NN(C2=CC1)COCC[Si](C)(C)C)CCN(C(C)C)C)OC N-(2-(5-fluoro-4-methoxy-1-((2-(trimethylsilyl)ethoxy)methyl)-1H-indazol-3-yl)ethyl)-N-methylpropan-2-amine